5-((5-chloro-6-(cyclopropanecarboxamido)pyridin-3-yl)ethynyl)-2-fluoro-4-methyl-N-(4-((4-methylpiperazine-1-yl)methyl)-3-(trifluoromethyl)phenyl)benzamide ClC=1C=C(C=NC1NC(=O)C1CC1)C#CC=1C(=CC(=C(C(=O)NC2=CC(=C(C=C2)CN2CCN(CC2)C)C(F)(F)F)C1)F)C